BrC=1C=C(C(=NC1)OC(C(F)(F)F)(C)C)C 5-bromo-3-methyl-2-(2,2,2-trifluoro-1,1-dimethyl-ethoxy)pyridine